CC1=CC(=NN1)NC1=NC(=NC(=C1)ON1COCC1)NC1C2CC3(CC(CC1C3)C2)O 4-[(4-[(5-methyl-1H-pyrazol-3-yl)amino]-6-[(3S)-oxazolidin-3-yloxy]pyrimidin-2-yl)amino]adamantan-1-ol